4-(3-((2-((2-ethyl-4-(3,3,4,5,5-pentamethylpiperazin-1-yl)phenyl)amino)-5-(trifluoromethyl)pyrimidin-4-yl)amino)propyl)-1,4-oxazepan-3-one C(C)C1=C(C=CC(=C1)N1CC(N(C(C1)(C)C)C)(C)C)NC1=NC=C(C(=N1)NCCCN1C(COCCC1)=O)C(F)(F)F